3-Amino-6-chloro-4-(7-fluoro-1H-indazol-4-yl)-8-methyl-1H-1,5-naphthyridin-2-one NC=1C(NC2=C(C=C(N=C2C1C1=C2C=NNC2=C(C=C1)F)Cl)C)=O